4-methylbicyclo[2.2.2]-oct-2-ene-1-carboxylate CC12C=CC(CC1)(CC2)C(=O)[O-]